tert-butyl 4-[7-[1-[4-(trifluoromethoxy)benzoyl]-4-piperidyl]-3H-imidazo[4,5-b]pyridin-2-yl]-3,6-dihydro-2H-pyridine-1-carboxylate FC(OC1=CC=C(C(=O)N2CCC(CC2)C2=C3C(=NC=C2)NC(=N3)C=3CCN(CC3)C(=O)OC(C)(C)C)C=C1)(F)F